3-(2-((tert-butyldimethylsilyl)oxy)ethyl)-8-(methylsulfonyl)-2-oxa-8-azaspiro[4.5]decan-1-one [Si](C)(C)(C(C)(C)C)OCCC1OC(C2(C1)CCN(CC2)S(=O)(=O)C)=O